ClC1=CC=C(C=C1)C=1N=C2N(C=CC=C2)C1CN1CC2C(C1)CN(C2)C(=O)C2=NC(=CC=C2C)OC [5-{[2-(4-Chlorophenyl)imidazo[1,2-a]pyridin-3-yl]methyl}hexahydropyrrolo[3,4-c]pyrrol-2(1H)-yl](6-methoxy-3-methylpyridin-2-yl)methanone